(R)-3-(1-(2-(methylsulfonylamino)ethyl)piperidin-3-yl)azetidine-1-carboxylic acid tert-butyl ester C(C)(C)(C)OC(=O)N1CC(C1)[C@@H]1CN(CCC1)CCNS(=O)(=O)C